ClC=1C(=C2C=NNC2=C(C1F)C(C)OC)C=1N=CC=2N(C1)C=C(N2)NC(=O)C2C(C2)F N-(6-(5-chloro-6-fluoro-7-(1-methoxyethyl)-1H-indazol-4-yl)imidazo[1,2-a]pyrazin-2-yl)-2-fluorocyclopropane-1-carboxamide